1-(4-bromo-2-pyridinyl)-2-methoxy-ethanone BrC1=CC(=NC=C1)C(COC)=O